Cl.N[C@H](CO)C=1C=CC(=C(C(=O)OC)C1)Cl methyl (S)-5-(1-amino-2-hydroxyethyl)-2-chlorobenzoate hydrochloride